(4-ethynylthiazol-2-yl)(1H-indol-3-yl)methanone C(#C)C=1N=C(SC1)C(=O)C1=CNC2=CC=CC=C12